FC1=C(C(=CC=C1)OC)N1N=C2C(=CC1=O)NN=C2C2=CC=C(C=C2)N2CCN(CC2)CCO 5-(2-Fluoro-6-methoxyphenyl)-3-(4-(4-(2-hydroxyethyl)piperazin-1-yl)phenyl)-1H-pyrazolo[4,3-c]pyridazin-6(5H)-on